OC1=CC(=C(C2=C1C(C=C(O2)C2=CC=C(C=C2)O)=O)CN2CCN(CC2)C=2C=NC=NC2)O 5,7-dihydroxy-2-(4-hydroxyphenyl)-8-((4-(pyrimidin-5-yl)piperazin-1-yl)methyl)-4H-benzopyran-4-one